ClC=1C(=NC(=NC1)NC1=C(C=C2CCN(CC2=C1)C)OC)NC=1C(=CC(=NC1)O)P(C)(C)=O (5-((5-chloro-2-((6-methoxy-2-methyl-1,2,3,4-tetrahydroisoquinolin-7-yl)amino)pyrimidin-4-yl)amino)-2-hydroxypyridin-4-yl)dimethylphosphine oxide